tert-Butyl (2-hydroxyethoxy)carbamate OCCONC(OC(C)(C)C)=O